5-oxo-2,3-dihydro-5H,6H-pyrano[2,3-d][1,3]thiazolo[3,2-a]pyrimidine-7-carbonitrile O=C1C2=C(N=C3N1CCS3)OC=C(C2)C#N